N-(4-ethyltetrahydro-2H-pyran-4-yl)-3-(1H-imidazol-1-yl)benzamide C(C)C1(CCOCC1)NC(C1=CC(=CC=C1)N1C=NC=C1)=O